(3-((tert-butyldimethylsilyl)oxy)-1-(5-fluoropyridin-2-yl)cyclobutyl)methanamine [Si](C)(C)(C(C)(C)C)OC1CC(C1)(C1=NC=C(C=C1)F)CN